D-iduronic acid O=C[C@@H](O)[C@H](O)[C@@H](O)[C@H](O)C(=O)O